C(#N)CC1CC2(CN(C2)C(=O)OC(C)(C)C)C1 Tert-Butyl 6-(cyanomethyl)-2-azaspiro[3.3]heptane-2-carboxylate